ClC=1C=2C(N=C3N(C2C=CC1)C1=CC(=CC=C1C31CCCCC1)C1CCC(CC1)CN1CC3(C1)CCN(CC3)C=3C=CC(=NC3)C3C(NC(CC3)=O)=O)=O 3-(5-(2-((4-(4'-chloro-5'-oxo-5'H-spiro[cyclohexane-1,7'-indolo[1,2-a]quinazolin]-10'-yl)cyclohexyl)methyl)-2,7-diazaspiro[3.5]nonan-7-yl)pyridin-2-yl)piperidine-2,6-dione